ClC=1N=NC=C(C1)C=1C=NN(C1)C 3-chloro-5-(1-methyl-1H-pyrazol-4-yl)pyridazine